N-(3-(N-(5-(3-(3,3-Dimethylbutoxy)phenyl)-4-(2-(trifluoromethyl)phenyl)thiazol-2-yl)sulfamoyl)phenyl)cyclopropanecarboxamide CC(CCOC=1C=C(C=CC1)C1=C(N=C(S1)NS(=O)(=O)C=1C=C(C=CC1)NC(=O)C1CC1)C1=C(C=CC=C1)C(F)(F)F)(C)C